N-(3-bromo-4-fluoro-5-(1,3,5-trimethyl-1H-pyrazol-4-yl)phenyl)pyridine-2-sulfonamide BrC=1C=C(C=C(C1F)C=1C(=NN(C1C)C)C)NS(=O)(=O)C1=NC=CC=C1